NC1CCN(CC1)C1=CC(=C(C(=N1)C1=CC(=C(C#N)C=C1)F)OC)C1=CC(=C(C=C1)OC)F 4-(6-(4-aminopiperidin-1-yl)-4-(3-fluoro-4-methoxyphenyl)-3-methoxypyridin-2-yl)-2-fluorobenzonitrile